C(CC)(=O)OCCCCCC n-Hexyl propanoate